1-(4-((4-((5-(furan-2-yl)-2-methoxyphenyl)amino)-7-methoxyquinazolin-6-yl)oxy)-3-methylpiperidine-1-yl)prop-2-en-1-one O1C(=CC=C1)C=1C=CC(=C(C1)NC1=NC=NC2=CC(=C(C=C12)OC1C(CN(CC1)C(C=C)=O)C)OC)OC